CC(CCC1=CC=C(C=C1)C(C)=O)C 1-(4-(3-Methyl-n-butyl)phenyl)ethan-1-one